N4-(3,4-ethylenedioxyphenyl)-5-fluoro-N2-[1-[2-(N-methylaminocarbonyl)ethyl]-indazol-5-yl]-2,4-pyrimidinediamine C1OC=2C=C(C=CC2OC1)NC1=NC(=NC=C1F)NC=1C=C2C=NN(C2=CC1)CCC(=O)NC